2-ethyl-2-methyl-propionaldehyde C(C)C(C=O)(C)C